C(C)C(C(CC(CF)=O)=O)CC 5-ethyl-1-fluoroheptane-2,4-dione